1,2-dihydro-3H-pyrrole N1CCC=C1